N1=NNNC1 tetrazoleN